BrC1=CC(=C(C=C1)C1CCN(CC1)C(=O)OC(C)(C)C)F tert-butyl 4-(4-bromo-2-fluoro-phenyl)piperidine-1-carboxylate